N-(2-methyl-4-(4-methylpiperazin-1-yl)butan-2-yl)-2-oxo-2,3-dihydro-1H-imidazo[4,5-b]pyridine-6-carboxamide CC(C)(CCN1CCN(CC1)C)NC(=O)C=1C=C2C(=NC1)NC(N2)=O